(methylsulfonyl)-octane CS(=O)(=O)CCCCCCCC